C(CCCCCCCCCCC)C1=CC(=C(C=C1)S(=O)(=O)OCCCCCCCCCCCC)OC1=CC=C(C=C1)S(=O)(=O)[O-].[Na+] sodium dodecyl 4-dodecyl-2,4'-oxydibenzenesulfonate